4-((3S)-1-(1-((4-(3,5-difluorophenyl)-5,6-dihydro-4H-pyrrolo[1,2-b]pyrazol-2-yl)amino)-1-oxopropan-2-yl)-4,4-difluoropiperidin-3-yl)pyridine 1-oxide FC=1C=C(C=C(C1)F)C1CCN2N=C(C=C21)NC(C(C)N2C[C@@H](C(CC2)(F)F)C2=CC=[N+](C=C2)[O-])=O